COC=1CC[C@@H](N1)C(=O)OC |r| Methyl (±)-5-methoxy-3,4-dihydro-2H-pyrrole-2-carboxylate